C(C)OC(=O)C1=NN(C=C(C1=O)C1=NC=C(C=C1)Cl)C(C)C 5-(5-chloropyridin-2-yl)-1-isopropyl-4-oxo-1,4-dihydropyridazine-3-carboxylic acid ethyl ester